C(C)(C)(C)[S@@](=O)N[C@H]1[C@H](OCC12CCN(CC2)C(=O)OC(C)(C)C)C tert-butyl (3R,4R)-4-(((R)-tert-butylsulfinyl) amino)-3-methyl-2-oxa-8-azaspiro[4.5]decan-8-carboxylate